2-mercaptobenzol SC1=CC=CC=C1